O1[SiH2]NCC1 oxaazasilacyclopentane